tert-butyl (3S)-3-[(6,7-difluoro-2-methyl-10-oxo-4-oxa-1-azatricyclo[7.3.1.05,13]trideca-5(13),6,8,11-tetraen-11-yl)methyl-[(2-methoxy-4-pyridyl)methyl]amino]piperidine-1-carboxylate FC=1C=2OCC(N3C=C(C(C(=CC1F)C32)=O)CN([C@@H]3CN(CCC3)C(=O)OC(C)(C)C)CC3=CC(=NC=C3)OC)C